methyl (1S,6'E,12'S)-6-chloro-12'-hydroxy-9'-methyl-10'-oxo-3,4-dihydro-2H-spiro[naphthalene-1,19'-[17]oxa[1,9]diazatricyclo[11.7.2.016,21]docosa[6,13,15,21]tetraene]-12'-carboxylate ClC=1C=C2CCC[C@]3(COC4=CC=C5[C@@](CC(N(C/C=C/CCCCN(C3)C4=C5)C)=O)(C(=O)OC)O)C2=CC1